COC1=CC=C(N[C@H](C=C)C=2C=NC=CC2)C=C1 (R)-4-methoxy-N-(1-(3-pyridyl)allyl)aniline